C1OCC12CN(C2)C2=NSC(=N2)NC(OC(C)(C)C)=O tert-butyl (3-(2-oxa-6-azaspiro[3.3]heptane-6-yl)-1,2,4-thiadiazol-5-yl)carbamate